(3S)-3-[2-(tert-butoxy)-2-oxoethyl]pyrrolidine-1-carboxylic acid tert-butyl ester C(C)(C)(C)OC(=O)N1C[C@@H](CC1)CC(=O)OC(C)(C)C